ClC1=CC2=C(OC[C@H](C3=C2NC(C(=C3O)C(=O)OC)=O)C(C)C)C=C1OCCCOC methyl (S)-10-chloro-4-hydroxy-5-isopropyl-9-(3-methoxypropoxy)-2-oxo-1,2,5,6-tetrahydrobenzo[2,3]oxepino[4,5-b]pyridine-3-carboxylate